CCCCCCCCCCCCCCBr bromotetradecane